[Si](C)(C)(C(C)(C)C)OCCCN1C=CC2=NC(=CC(=C21)C=O)Cl 1-(3-((tert-butyldimethylsilyl)oxy)propyl)-5-chloro-1H-pyrrolo[3,2-b]pyridine-7-carbaldehyde